1-(1-Chloroethyl)-4-(trifluoromethyl)benzene ClC(C)C1=CC=C(C=C1)C(F)(F)F